(E)-1-(4-(dimethylamino)but-2-enoyl)-N-(5-isopropylthiophen-2-yl)piperidine-4-carboxamide CN(C/C=C/C(=O)N1CCC(CC1)C(=O)NC=1SC(=CC1)C(C)C)C